methyl (4S,6R)-5-acetamido-6-((1R,2R)-3-(((((E)-cyclooct-2-en-1-yl)oxy)carbonyl)amino)-1,2-dihydroxypropyl)-2,4-dihydroxytetrahydro-2H-pyran-2-carboxylate C(C)(=O)NC1[C@H](CC(O[C@H]1[C@@H]([C@@H](CNC(=O)OC1\C=C\CCCCC1)O)O)(C(=O)OC)O)O